C(CCCCCCCCCCCCCCCCC)(=O)OC(COC(C(CC(=O)O)NC(=O)OC(C)(C)C)=O)COC(CCCCCCCCCCCCCCCCC)=O 4-(2,3-Bis(stearoyloxy)propoxy)-3-((tert-butoxycarbonyl)amino)-4-oxobutanoic acid